(S)-3-(4-cyanobenzyl)-8-trifluoromethyl-3,4-dihydro-1H-benzo[E][1,4]diazepine-2,5-dione C(#N)C1=CC=C(C[C@@H]2NC(C3=C(NC2=O)C=C(C=C3)C(F)(F)F)=O)C=C1